FC1(OC2=C(O1)C=CC(=C2)/C=C/C(=O)N2CCN(CC2)C(=O)C2=NC(=NC=C2)OCCOC)F (E)-3-(2,2-difluorobenzo[d][1,3]dioxol-5-yl)-1-(4-(2-(2-methoxyethoxy)pyrimidine-4-carbonyl)piperazin-1-yl)prop-2-en-1-one